methyl 2-[4-[5-amino-4-cyano-1-[(1S)-2,2,2-trifluoro-1-methyl-ethyl]pyrazol-3-yl]phenyl]acetate NC1=C(C(=NN1[C@H](C(F)(F)F)C)C1=CC=C(C=C1)CC(=O)OC)C#N